8-(chloromethyl)imidazo[1,2-c]quinazolin-5(6H)-one ClCC=1C=CC=2C=3N(C(NC2C1)=O)C=CN3